3-(2,5-dioxo-2,5-dihydro-1H-pyrrol-1-yl)propan-1-aminium 2,2,2-trifluoroacetate salt FC(C(=O)[O-])(F)F.O=C1N(C(C=C1)=O)CCC[NH3+]